O1COC2=C1C=CC(=C2)C=2N=C1N(C=CC(=C1)NC)C2 (2-Benzo[1,3]dioxol-5-yl-imidazo[1,2-a]pyridin-7-yl)-methyl-amine